(1R*,3S*)-3-amino-1-methylcyclohexane-1-carbonitrile hydrochloride Cl.N[C@@H]1C[C@@](CCC1)(C#N)C |o1:2,4|